FC1=C(C=CC(=C1)F)[C@H]1N(CC[C@H](C1)NC)C(=O)N1CC2(CCCC2)[C@@H](CC1)CN1C(C=C(C=C1)C1=CC=CC=C1)=O 1-(((R)-7-((2S,4R)-2-(2,4-Difluorophenyl)-4-(methylamino)piperidine-1-carbonyl)-7-azaspiro[4.5]decan-10-yl)methyl)-4-phenylpyridin-2(1H)-one